OC1=C(C=C(C=C1)/C=C/C(=O)NCC=1N=NN(C1)CC1=CC(=CC=C1)Cl)OC (E)-3-(4-hydroxy-3-methoxyphenyl)-N-((1-(3-chlorobenzyl)-1H-1,2,3-triazol-4-yl)methyl)acrylamide